C(N)(=O)C1=NC=CC=C1COC=1C=CC2=C(C(=C(O2)C)C(=O)O)C1 5-((2-carbamoylpyridin-3-yl)methoxy)-2-methylbenzofuran-3-carboxylic acid